C(C)N(C1=CC=C(C=C2CC(CC2)=CC2=CC=C(C=C2)N(CC)CC)C=C1)CC 2,5-bis(4'-diethylamino-benzylidene)cyclopentane